tert-butyl 4-[[4-[2-[[tert-butyl (dimethyl) silyl] oxymethyl]-4-(trifluoromethyl) thiazol-5-yl]-5-fluoro-pyrimidin-2-yl] amino]-2-methyl-piperidine-1-carboxylate [Si](C)(C)(C(C)(C)C)OCC=1SC(=C(N1)C(F)(F)F)C1=NC(=NC=C1F)NC1CC(N(CC1)C(=O)OC(C)(C)C)C